3-(7-{[(4R)-6-chloro-4-ethyl-1,1-dioxo-3,4-dihydro-2H-5,1,2-benzoxathiazepin-2-yl]methyl}-2,3-dihydro-1H-inden-5-yl)-3-(1,4-dimethyl-1H-benzotriazol-5-yl)propanoic acid ClC1=CC=CC2=C1O[C@@H](CN(S2(=O)=O)CC=2C=C(C=C1CCCC21)C(CC(=O)O)C2=C(C1=C(N(N=N1)C)C=C2)C)CC